ClC=1C(=C(C(=CC1)F)C=1C=NN(C(C1)=O)[C@H](C(=O)NC1=CC=C(C(=O)O)C=C1)CC1=CC=CC=C1)F (S)-4-(2-(4-(3-chloro-2,6-difluorophenyl)-6-oxopyridazin-1(6H)-yl)-3-phenylpropionamido)benzoic acid